BrC1=CC=C(C=C1)NC(NCC(=O)N[C@H](C(=O)O)CC1=CC=CC=C1)=O (S)-2-(2-(3-(4-bromophenyl)ureido)acetamido)-3-phenyl-propanoic acid